(2-bromophenyl)(4-methoxyphenyl)methanone BrC1=C(C=CC=C1)C(=O)C1=CC=C(C=C1)OC